(R) or (S)-N'-((2-cyclopropyl-3-methyl-6,7-dihydro-5H-cyclopenta[b]pyridin-4-yl)carbamoyl)-1-ethyl-4-fluoro-1H-pyrazole-3-sulfonimidamide C1(CC1)C1=C(C(=C2C(=N1)CCC2)NC(=O)N=[S@](=O)(N)C2=NN(C=C2F)CC)C |o1:16|